CC1(CCC(CO1)NC=1N=NC(=C2C1C=NC=C2)C2=C(C=C(C=C2)C)O)C (4-((6,6-dimethyltetrahydro-2H-pyran-3-yl)amino)pyrido[3,4-d]pyridazin-1-yl)-5-methylphenol